CC(/C=C/CC(=O)O)CC[C@H]1C(CC[C@H]2C(CCC[C@]12C)(C)C)=C.C(C)(=O)O acetate ((2E)-3-methyl-5-[(1S,4aS,8aS)-5,5,8a-trimethyl-2-methylenedecahydro-1-naphthalenyl]-2-penten-1-yl acetate)